ClC1=CC=C2C(=CNC2=C1S(=O)(=O)C)C=O 6-chloro-7-(methylsulfonyl)-1H-indole-3-carbaldehyde